Cl.Cl.NC(=O)N Urea dihydrochloride